ClC1=CC(=C(C=C1OC(=O)NC)C)C Carbanolat